(E)-N'-(4-methylphenyl)urea CC1=CC=C(C=C1)NC(N)=O